OC[C@H]1S[C@H]([C@@H]2[C@H]1OC(O2)(C)C)N2C(NC(C=C2)=O)=O 1-((3aS,4R,6R,6aR)-6-(Hydroxymethyl)-2,2-dimethyl-tetrahydrothieno[3,4-d][1,3]dioxol-4-yl)pyrimidine-2,4(1H,3H)-dione